5-(benzyloxy)-6-nitronicotinic acid C(C1=CC=CC=C1)OC=1C(=NC=C(C(=O)O)C1)[N+](=O)[O-]